(3S*,3aS*,6R*,7R*,7aS*)-N-(4-fluorobenzyl)-7-isobutyl-1-isopentyl-5-oxooctahydro-3aH-3,6-methanopyrrolo[3,2-b]pyridine-3a-carboxamide FC1=CC=C(CNC(=O)[C@@]23NC([C@H]4[C@H]([C@@H]2N(C[C@@H]3C4)CCC(C)C)CC(C)C)=O)C=C1 |o1:9,12,13,14,17|